1-2-cyclopropyl-3,5-difluoroisonicotinic acid ethyl ester C(C)OC(C1=C(CN(C=C1F)C1CC1)F)=O